FC1=CC=C(C=C1)C=1N=C(C2=C(N1)SC(=C2)C)NCCCC2=CC=C(C=C2)O 4-(3-((2-(4-fluorophenyl)-6-methylthieno[2,3-d]pyrimidin-4-yl)amino)propyl)phenol